N-[(2-aminoquinolin-7-yl)methyl]-5-cyano-N-(2-methanesulfonylpyridin-3-yl)pyridine-3-carboxamide NC1=NC2=CC(=CC=C2C=C1)CN(C(=O)C=1C=NC=C(C1)C#N)C=1C(=NC=CC1)S(=O)(=O)C